z-glycine C1=CC=C(C=C1)COC(=O)NCC(=O)O